(2R,4r,6S)-7-((5-cyclopropyl-7-methyl-1H-indol-4-yl)methyl)-6-(4-(6-isopropyl-2,6-diazaspiro[3.3]heptane-2-carbonyl)phenyl)-7-azaspiro[3.5]nonane-2-carbonitrile C1(CC1)C=1C(=C2C=CNC2=C(C1)C)CN1[C@@H](CC2(CC(C2)C#N)CC1)C1=CC=C(C=C1)C(=O)N1CC2(C1)CN(C2)C(C)C